C(C)OC(=O)C=1C(=NN(C1)C1CCC2(OCCO2)CC1)OC1COC1 1-{1,4-dioxaspiro[4.5]decan-8-yl}-3-(oxetan-3-yloxy)-1H-pyrazole-4-carboxylic acid ethyl ester